6-amino-7-fluoro-2,4-dihydro-1,4-benzoxazin-3-one NC=1C(=CC2=C(NC(CO2)=O)C1)F